N-(cyclopentylmethyl)propanamide C1(CCCC1)CNC(CC)=O